FC=1C=C(C=C(C1)F)C=1C(=NN(C(C1)=O)CC(=O)NC1=NC=C(C=N1)F)C(CF)C 2-[4-(3,5-difluorophenyl)-3-(1-Fluoropropan-2-yl)-6-oxopyridazin-1-yl]-N-(5-fluoropyrimidin-2-yl)acetamide